O[C@@H](C)C1CN(CCO1)C1=CC=C(N=N1)C1=C(C=C(C=C1C)C)O 2-[6-[2-[(1S)-1-hydroxyethyl]morpholin-4-yl]pyridazin-3-yl]-3,5-dimethyl-phenol